N-(5-((6-Methoxy-7-(3-morpholinopropoxy)chinolin-4-yl)oxy)pyridin-2-yl)-4-morpholinopicolinamid COC=1C=C2C(=CC=NC2=CC1OCCCN1CCOCC1)OC=1C=CC(=NC1)NC(C1=NC=CC(=C1)N1CCOCC1)=O